(2-(dimethylamino)ethyl)-5-methoxy-N4-(4-(6-methoxy-1-methyl-1H-indol-3-yl)-5-(trifluoromethyl)pyrimidin-2-yl)-N1-methylbenzene-1,2,4-triamine CN(CCC1=C(C(=CC(=C1NC1=NC=C(C(=N1)C1=CN(C2=CC(=CC=C12)OC)C)C(F)(F)F)OC)NC)N)C